C1(CCCCC1)C=1C(=C(C=CC1)C1=C(C=CC=C1OC)OC)C1CCCCC1 dicyclohexyl-(2',6'-dimethoxy[1,1'-biphenyl])